C1=CC(=CC=C1C(C2=C(C(=C(C=C2)Cl)O)O)C(Cl)(Cl)Cl)Cl The molecule is a chlorocatechol and a member of monochlorobenzenes. It has a role as a mouse metabolite. It derives from a DDT.